methyl [2'-(quinolin-3-yl)-5',6'-dihydrospiro[azetidine-3,4'-pyrrolo[1,2-b]pyrazole]-1-carbonyl]carbamate N1=CC(=CC2=CC=CC=C12)C=1C=C2N(N1)CCC21CN(C1)C(=O)NC(OC)=O